Tricyclopentylphosphin C1(CCCC1)P(C1CCCC1)C1CCCC1